[OH-].C1(=CC(=CC=C1)CCC[N+]1(CCCC1)C)CCC[N+]1(CCCC1)C.[OH-] 1,3-phenylenebis(propane-3,1-diyl)bis(1-methylpyrrolidin-1-ium) hydroxide